ClCC(CC1(NCCC1=C)C(=O)OC)=C methyl 2-(2-(chloromethyl) allyl)-3-methylenepyrrolidine-2-carboxylate